C(C)(=O)OC[C@H]1CN(CCN1C1=NC=C(C(=C1Br)C)C(F)(F)F)C(=O)OC(C)(C)C tert-butyl (R)-3-(acetoxymethyl)-4-(3-bromo-4-Methyl-5-(trifluoromethyl)pyridin-2-yl)piperazine-1-carboxylate